P(=O)(OCC(F)(F)F)(OCC(F)(F)F)[O-] bis(2,2,2-trifluoroethyl) phosphate